CC=1C=C(C=CC1C)C=1C=CC(=C2CCCC12)NC(N)=O 3-[7-(3,4-dimethylphenyl)-2,3-dihydro-1H-inden-4-yl]Urea